C(CCC(=O)O)(=O)O.NC1=NC=CC(=C1Cl)SC1=CN=C(N=N1)N1CCC2(CC1)C(C1=CC=CC=C1C2)N (6-((2-amino-3-chloropyridin-4-yl)thio)-1,2,4-triazin-3-yl)-1,3-dihydrospiro[indene-2,4'-piperidin]-1-amine monosuccinate salt